tert-butyl 4-(2-ethoxy-1-hydroxy-2-oxoethyl)-5-methoxy-7-methyl-1H-indole-1-carboxylate C(C)OC(C(O)C1=C2C=CN(C2=C(C=C1OC)C)C(=O)OC(C)(C)C)=O